4-((benzyloxy)carbonyl)piperazine-2-one C(C1=CC=CC=C1)OC(=O)N1CC(NCC1)=O